(3,5-di-tert-butyl-4-hydroxy-phenyl)propionic acid methyl ester COC(C(C)C1=CC(=C(C(=C1)C(C)(C)C)O)C(C)(C)C)=O